(S)-2-((tert-Butoxycarbonyl)amino)-4-((tert-butyldimethylsilyl)oxy)butanoic acid C(C)(C)(C)OC(=O)N[C@H](C(=O)O)CCO[Si](C)(C)C(C)(C)C